BrC1=C(C=C2CCN3C(C2=C1)=C(C=C3C(=O)OCC)C(C)(C)C)OC ethyl 9-bromo-1-(tert-butyl)-8-methoxy-5,6-dihydropyrrolo[2,1-a]isoquinoline-3-carboxylate